FC1(C[C@@H](N(C1)[C@@H]1CN(CC1)C)C(=O)NC=1C=CC=C2C(=CNC12)C1=NC(=NC=C1C)NC=1C(=NN(C1)C)OC)F (2R,3'S)-4,4-difluoro-N-(3-(2-((3-methoxy-1-methyl-1H-pyrazol-4-yl)amino)-5-methylpyrimidin-4-yl)-1H-indol-7-yl)-1'-methyl-[1,3'-bipyrrolidine]-2-carboxamide